3-(6-(4-((5-chloro-4-((1-methyl-2-oxoindolin-5-yl)amino)pyrimidin-2-yl)amino)piperidin-1-yl)-1-methyl-1H-indol-3-yl)piperidine-2,6-dione ClC=1C(=NC(=NC1)NC1CCN(CC1)C1=CC=C2C(=CN(C2=C1)C)C1C(NC(CC1)=O)=O)NC=1C=C2CC(N(C2=CC1)C)=O